5-trifluoromethyl-1-fluorobenzene FC(C=1C=CC=C(C1)F)(F)F